C(=O)O.CC1=NC(=C(C=C1)[N+](=O)[O-])NCC#CC methyl-6-(but-2-yn-1-ylamino)-5-nitropyridine formate